BrC=1C=C(C(=C(C1)S(=O)(=O)NC=1C(=C(C(=O)OC)C=C(C1)OC(F)(F)F)O)O)CC Methyl 3-((5-bromo-3-ethyl-2-hydroxyphenyl)sulfonamido)-2-hydroxy-5-(trifluoromethoxy)benzoate